NC1=NC=C(C2=C1C(=C(N2C)C2=C(C=C(C=C2)NC(C=C)=O)F)C2=CC=C(C=C2)OC2=NC=CC(=N2)C)C#N N-(4-(4-amino-7-cyano-1-methyl-3-(4-((4-methylpyrimidin-2-yl)oxy)phenyl)-1H-pyrrolo[3,2-c]pyridin-2-yl)-3-fluorophenyl)acrylamide